7-(benzyloxy)-1,2-dihydro-2,6-naphthyridin-1-one C(C1=CC=CC=C1)OC1=NC=C2C=CNC(C2=C1)=O